5-(6-fluoro-2-(((1s,4s)-4-hydroxy-4-methylcyclohexyl)amino)-4-methoxypyrrolo[2,1-f][1,2,4]triazin-5-yl)-N-isopropylpyrazolo[1,5-a]pyridine-3-carboxamide FC=1C(=C2C(=NC(=NN2C1)NC1CCC(CC1)(C)O)OC)C1=CC=2N(C=C1)N=CC2C(=O)NC(C)C